4-[4-[[5-[1-[2-(dimethylamino)ethyl]-5-ethoxy-pyrazol-4-yl]-4-[(1S)-3-hydroxy-1-methyl-propoxy]-2-pyridyl]amino]pyrimidin-2-yl]-2-methyl-pyrazol-3-ol CN(CCN1N=CC(=C1OCC)C=1C(=CC(=NC1)NC1=NC(=NC=C1)C1=C(N(N=C1)C)O)O[C@H](CCO)C)C